NC1=CC(=CC2=C1OC(O2)(F)F)C#N 7-amino-2,2-difluoro-1,3-benzodioxole-5-carbonitrile